(R)-(6-(cyclohexylsulfonyl)-1-(4-fluorophenyl)-4,4a,5,6,7,8-hexahydro-1H-pyrazolo[3,4-g]isoquinolin-4a-yl)(pyridin-2-yl)methanone C1(CCCCC1)S(=O)(=O)N1C[C@]2(CC3=C(C=C2CC1)N(N=C3)C3=CC=C(C=C3)F)C(=O)C3=NC=CC=C3